COC=1C(=NC=CC1)CC(=O)NC(C(=O)O)CCN(CCCCC1=NC=2NCCCC2C=C1)CCOC1=CC=CC=C1 2-[[2-(3-methoxy-2-pyridyl)acetyl]amino]-4-[2-phenoxyethyl-[4-(5,6,7,8-tetrahydro-1,8-naphthyridin-2-yl)butyl]amino]butanoic acid